6-methyl-5,7-dihydro-3-oxa-1-thia-7-azaacenaphthylen-8(4H)-one CC1=C2CCOC3=CSC(C(N1)=O)=C32